N-(1-(4-(2-(1H-Pyrazol-1-yl)-4-(trifluoromethyl)phenoxy)piperidine-1-carbonyl)-1H-pyrazol-3-yl)methanesulfonamide N1(N=CC=C1)C1=C(OC2CCN(CC2)C(=O)N2N=C(C=C2)NS(=O)(=O)C)C=CC(=C1)C(F)(F)F